COC=1C(=CC(N(C1)C(C(=O)OC(C)(C)C)CCC)=O)B1OC(C(O1)(C)C)(C)C tert-Butyl 2-[5-methoxy-2-oxo-4-(4,4,5,5-tetramethyl-1,3,2-dioxaborolan-2-yl)pyridin-1(2H)-yl]pentanoate